3-Fluoro-N-(methyl-d3)-5-((4-oxo-7-(5-(trifluoromethyl)-1H-pyrazol-4-yl)quinazolin-3(4H)-yl)methyl)benzamide FC=1C=C(C(=O)NC([2H])([2H])[2H])C=C(C1)CN1C=NC2=CC(=CC=C2C1=O)C=1C=NNC1C(F)(F)F